cetyltetramethyl-ammonium bromide [Br-].C(CCCCCCCCCCCCCCC)C[N+](C)(C)C